tert-butyl (1-methyl-5-(2-methyl-5-(3-(6-(trifluoromethyl)pyridin-3-yl)ureido)phenyl)-2-oxo-1,2-dihydro-[3,4'-bipyridin]-2'-yl)carbamate CN1C(C(=CC(=C1)C1=C(C=CC(=C1)NC(=O)NC=1C=NC(=CC1)C(F)(F)F)C)C1=CC(=NC=C1)NC(OC(C)(C)C)=O)=O